N-succinimidyl-3-(2-pyridyldithio)propanoic acid C1(CCC(N1N1C(C=CC=C1)SSCCC(=O)O)=O)=O